CC=CCCCCCCCC 2-Undecene